CN(C1=CC=C(C=C1)N)C1=CC=CC=C1 N'-methyl-phenyl-p-phenylenediamine